CC1=C(C(=C2C(CC3(C=C12)CC3)=O)C)C trimethylspiro[cyclopropane-1,5'-inden]-7'(6'H)-one